magnesium aluminum nickel [Ni].[Al].[Mg]